C(CCCCCCC\C=C\CCCCCC)(=O)OCC(CO)O 2,3-dihydroxypropan-1-yl (9E)-hexadec-9-enoate